6-methyl-4-(trifluoromethyl)-N-[1-(triphenylmethyl)-1H-imidazol-4-yl]pyridin-2-amine CC1=CC(=CC(=N1)NC=1N=CN(C1)C(C1=CC=CC=C1)(C1=CC=CC=C1)C1=CC=CC=C1)C(F)(F)F